OC(COC=1C=C2C=C(N(C2=CC1)C1=C(C=CC=C1)C)C)CNC(CO)(CO)CO 5-[2-hydroxy-3-(trimethylolmethylamino)-propoxy]-2-methyl-1-(methylphenyl)indole